3-(((7-(8-ethyl-7-fluoro-3-hydroxynaphthalen-1-yl)-8-fluoro-4-(1,4-oxazepan-4-yl)pyrido[4,3-d]pyrimidin-2-yl)oxy)methyl)pyrrolidine-3-carbonitrile C(C)C=1C(=CC=C2C=C(C=C(C12)C1=C(C=2N=C(N=C(C2C=N1)N1CCOCCC1)OCC1(CNCC1)C#N)F)O)F